CN(C)CC=1C=C(C=CC1)C=1C=C(SC1)C(=O)N[C@H](CN1CCN(CC1)S(=O)(=O)C1=C(N=C(S1)NC(OC)=O)C)C methyl N-[5-({4-[(2S)-2-[(4-{3-[(dimethylamino)methyl]phenyl}thiophen-2-yl)formamido]propyl]piperazin-1-yl}sulfonyl)-4-methyl-1,3-thiazol-2-yl]carbamate